1-amino-3,6,9,12,15,18-hexaoxaHenicosane NCCOCCOCCOCCOCCOCCOCCC